(S)-5-(2-(3-(ethoxymethyl)-3-pentylpyrrolidin-1-yl)propan-2-yl)-2-methylpyridine HCl Cl.C(C)OC[C@@]1(CN(CC1)C(C)(C)C=1C=CC(=NC1)C)CCCCC